C(CCC#C)#N pentan-4-ynenitrile